C(C)(C)(C)OC(C(C)(C)ON1C(C2=CC=CC=C2C1=O)=O)=O 2-((1,3-dioxoisoindolin-2-yl)oxy)-2-methylpropanoic acid tert-butyl ester